1,3-dimethyl-3-(4-(trifluoromethyl)phenyl)urea CNC(=O)N(C1=CC=C(C=C1)C(F)(F)F)C